1-(4-(5-(4-(1-aminoethyl)-4-methylpiperidin-1-yl)-6-(hydroxymethyl)pyrazin-2-ylsulfanyl)-3-chloropyridin-2-yl)azetidine-3-carboxamide NC(C)C1(CCN(CC1)C=1N=CC(=NC1CO)SC1=C(C(=NC=C1)N1CC(C1)C(=O)N)Cl)C